C(C1=CC=CC=C1)C(C=1C=C(C=CC1Cl)NC(=O)C1=C(C(=NN1C)C(C(F)(F)F)(F)F)C(F)(F)F)N N-[3-(benzyl-aminomethyl)-4-chlorophenyl]-1-methyl-3-(pentafluoroethyl)-4-(trifluoromethyl)-1H-pyrazole-5-carboxamide